C(C)(C)(C)OC(=O)N1[C@@H](C[C@H](C1)O)CF (2S,4R)-2-(fluoromethyl)-4-hydroxypyrrolidine-1-carboxylic acid tert-butyl ester